ClC1=CC2=C(N=N1)N(CC2)C2CC(C2)(O)C cis-3-(3-chloro-5,6-dihydropyrrolo[2,3-c]pyridazin-7-yl)-1-methyl-cyclobutanol